N-(2-methoxybenzyl)-1-[2,5-dimethoxy-4-(methylthio)phenyl]-2-amino-ethane COC1=C(CNCCC2=C(C=C(C(=C2)OC)SC)OC)C=CC=C1